FC1=C2C=CNC2=CC(=C1OC1=CC=C2CCN3C(C2=C1)=NC=C3[C@H](C)C=3C(=C(C=CC3)CC(=O)OCC)F)F ethyl 2-[3-[(1R)-1-[9-[(4,6-difluoro-1H-indol-5-yl)oxy]-5,6-dihydroimidazo[2,1-a]isoquinolin-3-yl]ethyl]-2-fluoro-phenyl]acetate